NC1=NC=C(C(=N1)N)CN1CCC2=CC(=CC=C12)C1=CC=C(C=C1)C(C(=O)OC)CC(=O)OCC 4-ethyl 1-methyl 2-(4-(1-((2,4-diaminopyrimidin-5-yl)methyl)indolin-5-yl)phenyl)succinate